2-[6-amino-5-[8-[2-[3-(4,4-difluoroazepan-1-yl)prop-1-ynyl]-4-pyridyl]-3,8-diazabicyclo[3.2.1]octan-3-yl]pyridazin-3-yl]phenol NC1=C(C=C(N=N1)C1=C(C=CC=C1)O)N1CC2CCC(C1)N2C2=CC(=NC=C2)C#CCN2CCC(CCC2)(F)F